(6R,8aS)-6-(8-Amino-1-{4-[(1S)-1-(3-cyclopropylphenyl)-1-hydroxyethyl]phenyl}imidazo[1,5-a]-pyrazin-3-yl)hexahydroindolizin-3(2H)-on NC=1C=2N(C=CN1)C(=NC2C2=CC=C(C=C2)[C@](C)(O)C2=CC(=CC=C2)C2CC2)[C@H]2CN1C(CC[C@@H]1CC2)=O